2-(2,6-dioxopiperidin-3-yl)-5-(hexahydropyrrolo[3,4-c]pyrrol-2(1H)-yl)isoindole-1,3-dione O=C1NC(CCC1N1C(C2=CC=C(C=C2C1=O)N1CC2CNCC2C1)=O)=O